benzyl (trans-4-((5-cyano-4-(3-hydroxy-3-methylazetidin-1-yl)pyrimidin-2-yl)amino)cyclohexyl)(2'-methoxy-5,5'-bipyrimidin-2-yl)carbamate C(#N)C=1C(=NC(=NC1)N[C@@H]1CC[C@H](CC1)N(C(OCC1=CC=CC=C1)=O)C1=NC=C(C=N1)C=1C=NC(=NC1)OC)N1CC(C1)(C)O